CC1CCCCC1COC(=O)C1CC2C(CC1C)O2 6-methylcyclohexylmethyl-3,4-epoxy-6-methylcyclohexanecarboxylate